8-Methyl-N-(1H-pyrazol-3-ylmethyl)-2-(pyridin-2-ylmethyl)-4,5-dihydro-2H-furo[2,3-g]indazol-7-carboxamid CC1=C(OC=2CCC3=CN(N=C3C21)CC2=NC=CC=C2)C(=O)NCC2=NNC=C2